NC1(CCN(CC1)C=1C(NC(=CN1)SC1=C(C(=CC=C1)Cl)Cl)=O)CF 3-(4-Amino-4-(fluoromethyl)piperidin-1-yl)-6-((2,3-dichlorophenyl)thio)pyrazin-2(1H)-on